FC1=C(CNC(=O)N2CCC(CC2)N2CCN(CC2)C(=O)OC(C)(C)C)C=CC(=C1)[N+](=O)[O-] tert-Butyl 4-(1-((2-fluoro-4-nitrobenzyl)carbamoyl)piperidin-4-yl)piperazine-1-carboxylate